(2S,4R)-2-ethyl-4-hydroxypyrrolidine C(C)[C@@H]1NC[C@@H](C1)O